1-imidazo[1,2-a]pyridin-6-ylethanone N=1C=CN2C1C=CC(=C2)C(C)=O